BrC1=CC2=C(N(C(N(C2=O)C2=CN=CC3=CC=CC=C23)=O)CCC#N)S1 3-[6-Bromo-3-(4-isoquinolinyl)-2,4-dioxo-thieno[2,3-d]pyrimidin-1-yl]propionitrile